monodecyl ether C(CCCCCCCCC)OCCCCCCCCCC